COC(=O)C1=NC=C(C=C1F)Br 5-Bromo-3-fluoropyridinecarboxylic acid methyl ester